FC1=C(C=CC(=C1)F)[C@@](CN1N=CN=C1)([C@@H](C)C1=NC=NC=C1F)O (2R,3S)-2-(2,4-difluoro-phenyl)-3-(5-fluoro-4-pyrimidinyl)-1-(1H-1,2,4-triazol-1-yl)2-butanol